C(#N)C[C@H]1CCC2=CC=3CCCC3C(=C12)NC(=O)N=[S@@](=O)(N)C=1C=NN2C1OCCC2 (S)-N'-(((R)-3-(cyanomethyl)-1,2,3,5,6,7-hexahydro-s-indacen-4-yl)carbamoyl)-6,7-dihydro-5H-pyrazolo[5,1-b][1,3]oxazine-3-sulfonimidamide